NC(C(=O)O)C1=COC=C1 AMINO-FURAN-3-YL-ACETIC ACID